ClC1=C(C=NN(C1=O)C)C=O 5-chloro-1-methyl-6-oxo-1,6-dihydropyridazine-4-carbaldehyde